COC(=O)C1=NC(=NC(=C1)C1CCC(CC1)OC)C1=CN=CN1C 6-(4-methoxycyclohexyl)-2-(1-methyl-1H-imidazol-5-yl)pyrimidine-4-carboxylic acid methyl ester